trans-4-methoxytetrahydrofuran COC1CCOC1